TertiaryButylArsine C(C)(C)(C)[AsH2]